6,7-dihydrothiazolo[5,4-c]Pyridine-5(4H)-carboxylic acid tert-butyl ester C(C)(C)(C)OC(=O)N1CC2=C(CC1)N=CS2